(R)-2-(4-(4-fluoropyrazolo[1,5-a]pyridin-2-yl)-1,4,6,7-tetrahydro-5H-imidazo[4,5-c]pyridin-5-yl)-5-(1-methylcyclopropyl)-1,3,4-oxadiazole FC=1C=2N(C=CC1)N=C(C2)[C@@H]2N(CCC1=C2N=CN1)C=1OC(=NN1)C1(CC1)C